C(C)(C)(C)C1=NC=CC(=C1)C=1C=NC=C(C1)C1=C(C=C(C=C1)NC(=O)NC1CCC(CC1)O)Cl 1-(4-(2'-(tert-butyl)-[3,4'-bipyridin]-5-yl)-3-chlorophenyl)-3-(4-hydroxycyclohexyl)urea